CN1N=CC(=C1)C1=NN=C(S1)C(=O)N1[C@@H](C2=C(CC1)NC=N2)C2=NN1C(C=CC=C1)=C2 (S)-(5-(1-methyl-1H-pyrazol-4-yl)-1,3,4-thiadiazol-2-yl)(4-(pyrazolo[1,5-a]pyridin-2-yl)-1,4,6,7-tetrahydro-5H-imidazo[4,5-c]pyridin-5-yl)methanone